3-[(2S,6S)-2,6-diethyl-1-methylpiperidin-4-yl]-7-(2,8-dimethylimidazo[1,2-b]pyridazin-6-yl)-5-fluorocinnoline C(C)[C@@H]1N([C@H](CC(C1)C=1N=NC2=CC(=CC(=C2C1)F)C=1C=C(C=2N(N1)C=C(N2)C)C)CC)C